FC1=CC2=C(N(C3=CC(=CC=C23)O)C(CN2CCOCC2)C)C(=N1)C 3-fluoro-1-methyl-9-(1-morpholinopropan-2-yl)-9H-pyrido[3,4-b]indol-7-ol